FC1=C(N=C2N(C1=O)[C@H](CCN2C2=CC(=NC=C2)OC)C(F)(F)F)N2[C@@H](COCC2)C (R)-3-Fluoro-9-(2-methoxypyridin-4-yl)-2-((R)-3-methyl-morpholin-4-yl)-6-trifluoromethyl-6,7,8,9-tetrahydro-pyrimido[1,2-a]-pyrimidin-4-one